N1(CCCC1)C1=CC=C(C=C1)C=1N=CNC1 4-[4-(pyrrolidin-1-yl)phenyl]-1H-imidazol